(1-(4-(3-hydroxyoxetan-3-yl)benzoyl)piperidin-4-yl)(4-(trifluoromethyl)phenyl)methanone OC1(COC1)C1=CC=C(C(=O)N2CCC(CC2)C(=O)C2=CC=C(C=C2)C(F)(F)F)C=C1